1,4,9,15-tetraoxo-2,5,10,14-tetraazahentriacontane-6,13,31-tricarboxylic acid O=CNCC(NC(CCC(NCCC(NC(CCCCCCCCCCCCCCCCC(=O)O)=O)C(=O)O)=O)C(=O)O)=O